3-bromo-N-methyl-N-[(1S)-1-(2-pyrimidin-2-yl-1,2,4-triazol-3-yl)ethyl]-6,8-bis(trifluoromethyl)quinolin-4-amine BrC=1C=NC2=C(C=C(C=C2C1N([C@@H](C)C=1N(N=CN1)C1=NC=CC=N1)C)C(F)(F)F)C(F)(F)F